N1N=CC2=CC(=CC=C12)NC1=NC(=NC2=CC=CC=C12)C1=CC=CC=C1 4-(((1H-indazol-5-yl)amino)quinazolin-2-yl)benzene